gamma-glutamylselenocysteine N[C@@H](CCC(=O)N[C@@H](C[SeH])C(=O)O)C(=O)O